2,2'-bis(dibromomethyl)-1,1-biphenyl BrC(C1=C(C=CC=C1)C1=C(C=CC=C1)C(Br)Br)Br